fluorene-2,7-diboronic acid pinacol ester C1=C(C=CC=2C3=CC=C(C=C3CC12)B1OC(C)(C)C(C)(C)O1)B1OC(C)(C)C(C)(C)O1